FC=1C(=C(C=CC1F)C(=O)N1CC(C1)(O)CNC(CC(C)(C)C)(C)C)NC1=C(C=C(C=C1)I)F 1-({3,4-difluoro-2-[(2-fluoro-4-iodophenyl)amino]Phenyl}carbonyl)-3-{[(1,1,3,3-tetramethylbutyl)amino]Methyl}azetidin-3-ol